FC1=CC=C(C=C1)C(N)C1=CC=C(C=C1)F bis(4-fluorophenyl)methanamine